2'-Hydroxy-3,4-dichlorochalcone OC1=C(C(/C=C/C2=CC(=C(C=C2)Cl)Cl)=O)C=CC=C1